(3-fluorophenyl)(phenyl)methanone FC=1C=C(C=CC1)C(=O)C1=CC=CC=C1